(2S,4R)-4-((2-chloro-7-((2-(trimethylsilyl)ethoxy)methyl)-7H-pyrrolo[2,3-d]pyrimidin-4-yl)oxy)-2-methyltetrahydropyrrole-1-carboxylic acid tert-butyl ester C(C)(C)(C)OC(=O)N1[C@H](C[C@H](C1)OC=1C2=C(N=C(N1)Cl)N(C=C2)COCC[Si](C)(C)C)C